4-(3-chloro-4-(trifluoromethoxy)phenoxy)-3,5-difluorobenzaldehyde ClC=1C=C(OC2=C(C=C(C=O)C=C2F)F)C=CC1OC(F)(F)F